5-ethyl-6-fluoro-4-(8-fluoro-4-((1R,5R)-1-fluoro-3,8-diazabicyclo[3.2.1]octan-3-yl)-2-(((2R,7aS)-2-fluorotetrahydro-1H-pyrrolizin-7a(5H)-yl)methoxy)quinazolin-7-yl)naphthalen-2-ol C(C)C1=C2C(=CC(=CC2=CC=C1F)O)C1=CC=C2C(=NC(=NC2=C1F)OC[C@]12CCCN2C[C@@H](C1)F)N1C[C@@]2(CC[C@H](C1)N2)F